(5-(3,5-difluorophenyl)-4,5-dihydro-1H-pyrazol-1-yl)(3-((5-fluoro-2H-indazol-2-yl)methyl)bicyclo[1.1.1]pent-1-yl)methanone Diethyl-[(4-fluorobenzenesulfinyl)methyl]phosphonate C(C)OP(OCC)(=O)CS(=O)C1=CC=C(C=C1)F.FC=1C=C(C=C(C1)F)C1CC=NN1C(=O)C12CC(C1)(C2)CN2N=C1C=CC(=CC1=C2)F